N-[(1S)-5-[2-(2-aminopyridin-3-yl)-5-(pyrazol-1-yl)imidazo[4,5-b]pyridin-3-yl]-2,3-dihydro-1H-inden-1-yl]-4-[(dimethylsulfamoyl)amino]-3-formylbenzamide NC1=NC=CC=C1C1=NC=2C(=NC(=CC2)N2N=CC=C2)N1C=1C=C2CC[C@@H](C2=CC1)NC(C1=CC(=C(C=C1)NS(N(C)C)(=O)=O)C=O)=O